4-((4-bromophenyl)diazenyl)-N-butyl-N-hexylaniline BrC1=CC=C(C=C1)N=NC1=CC=C(N(CCCCCC)CCCC)C=C1